5-{3-fluoro-4-[4-({[4-(trifluoromethyl)pyridin-2-yl]methyl}carbamoyl)-1H-1,2,3-triazol-1-yl]butyl}-N-{[4-(trifluoromethyl)pyridin-2-yl]methyl}-1,3,4-thiadiazole-2-carboxamide FC(CCC1=NN=C(S1)C(=O)NCC1=NC=CC(=C1)C(F)(F)F)CN1N=NC(=C1)C(NCC1=NC=CC(=C1)C(F)(F)F)=O